3-(imidazo[1,2-b]pyridazin-3-ylethynyl)-4-methyl-N-(4-(piperazin-1-ylmethyl)-3-(trifluoromethyl)phenyl)benzamide hydrochloride Cl.N=1C=C(N2N=CC=CC21)C#CC=2C=C(C(=O)NC1=CC(=C(C=C1)CN1CCNCC1)C(F)(F)F)C=CC2C